CN(CCOC=1C=CC2=C(N=C(S2)CNC(=O)C2(CC3=CC=CC=C3C2)CC(=O)O)C1)C 2-[2-[[5-[2-(dimethylamino)ethoxy]-1,3-benzothiazol-2-yl]methylcarbamoyl]indan-2-yl]acetic acid